CC1=CC(=CS1)C1=NN2C(=NC=3C=CC=CC3C2=N1)N[C@H]1C(NCCC1)=O (3R)-3-{[2-(5-methylthiophene-3-yl)[1,2,4]triazolo[1,5-c]quinazolin-5-yl]amino}piperidin-2-one